C(=O)C1=CC=C(S1)C=1C=C(C=C(C1)C=1C=NN(C1)C)C(C)NC(C1=C(C=CC(=C1)CNS(=O)(=O)C)C)=O N-(1-(3-(5-formylthiophen-2-yl)-5-(1-methyl-1H-pyrazol-4-yl)phenyl)ethyl)-2-methyl-5-(methylsulfonamidomethyl)benzamide